2,7-diphenyl-9H-fluoren-9-one C1(=CC=CC=C1)C1=CC=2C(C3=CC(=CC=C3C2C=C1)C1=CC=CC=C1)=O